O1C(=NC=C1)CCCC1=NC=C(C=C1)Br [3-(2-oxazolyl)propyl]-5-bromopyridine